ClC=1C=C(C=CC1F)N(C(C)=O)C N-(3-chloro-4-fluorophenyl)-N-methylacetamide